C1CC(C2=CC=CC=C2C1)F fluorotetralin